ClC=1C(=NC(=NC1)N1CCC(CC1)C(=O)O)NC1=CC2=C(NC(N2CCC(=O)NC)=O)C=C1 1-[5-chloro-4-[[3-[3-(methylamino)-3-oxo-propyl]-2-oxo-1H-benzimidazol-5-yl]amino]pyrimidin-2-yl]piperidine-4-carboxylic acid